N-((4,6-dimethyl-2-oxo-1,2-dihydropyridin-3-yl)methyl)-5-(ethyl-(tetrahydro-2H-pyran-4-yl)amino)-4-methyl-4'-(morpholinomethyl)-[1,1'-biphenyl]-3-carboxamide Trihydrochloride Cl.Cl.Cl.CC1=C(C(NC(=C1)C)=O)CNC(=O)C=1C=C(C=C(C1C)N(C1CCOCC1)CC)C1=CC=C(C=C1)CN1CCOCC1